C(C)OC(=O)C=1NC(SC1C)=S 5-methyl-2-thioxo-2,3-dihydrothiazole-4-carboxylic acid ethyl ester